C12CN(CC(N1)C2)C=2OC1=C(C2)C(=CC=C1C=1SC=CN1)OC1=NC=C(C=C1)S(=O)(=O)C 2-(3,6-diazabicyclo[3.1.1]heptan-3-yl)-4-((5-(methylsulfonyl)pyridin-2-yl)oxy)-7-(thiazol-2-yl)benzo[d]oxaole